(S)-1-(benzofuran-2-yl)-2-(methylamino)butan-1-one O1C(=CC2=C1C=CC=C2)C([C@H](CC)NC)=O